N-[(1S,2R)-2-(4-cyclopropylphenyl)-1-methyl-2-[[6-[[(3S)-1-[(3R)-5-oxotetrahydrofuran-3-carbonyl]-3-piperidinyl]carbamoyl]-3-pyridinyl]oxy]ethyl]isothiazole-5-carboxamide C1(CC1)C1=CC=C(C=C1)[C@H]([C@H](C)NC(=O)C1=CC=NS1)OC=1C=NC(=CC1)C(N[C@@H]1CN(CCC1)C(=O)[C@H]1COC(C1)=O)=O